[(2-hydroxyethoxy)methyl]pyridazin OCCOCC=1N=NC=CC1